1-aminopropyl-trimethoxysilane NC(CC)[Si](OC)(OC)OC